ClC1=C(C=CC=C1)C1=C(C=CC(=C1Cl)OC)S(=O)(=O)N1CCC(CC1)(C(=O)N[C@H](C)\C=C/S(=O)(=O)C)F 1-((2',6-dichloro-5-methoxy-[1,1'-biphenyl]-2-yl)sulfonyl)-4-fluoro-N-((R,Z)-4-(methylsulfonyl)but-3-en-2-yl)piperidine-4-carboxamide